2-hydroxy-3,4-dimethyl-2-butene OC(C)=C(CC)C